2,3,3a,4-tetrahydro-1H-pyrrolo[2,1-c][1,4]benzoxazine C1CCC2COC3=C(N21)C=CC=C3